(S)-5-(5-Methyl-1,2,4-oxadiazol-3-yl)-N-(2-methylpyridin-4-yl)-2,3-dihydro-1H-inden-1-carboxamid CC1=NC(=NO1)C=1C=C2CC[C@@H](C2=CC1)C(=O)NC1=CC(=NC=C1)C